C1(CCCC1)N1CC(C(CC1)NC1=CC=CC2=C1SC(=C2CC(F)(F)F)C#CCNC2=C(C=C(C=C2)P(C)(C)=O)OC)F (4-((3-(7-(((Z)-1-cyclopentyl-3-fluoropiperidin-4-yl)amino)-3-(2,2,2-trifluoroethyl)benzo[b]thiophen-2-yl)prop-2-yn-1-yl)amino)-3-methoxyphenyl)dimethylphosphine oxide